C(CCCCCCCCCCCCCCCCCCCCC)(=O)OCCCCCCOC(CCCCCCCCCCCCCCCCCCCCC)=O hexamethylene bisbehenate